N-(4-(trifluoromethoxy)phenyl)-5-(3,4,5-trimethoxyphenyl)-[1,2,4]triazolo[1,5-c]pyrimidin-2-amine FC(OC1=CC=C(C=C1)NC1=NN2C(=NC=CC2=N1)C1=CC(=C(C(=C1)OC)OC)OC)(F)F